The molecule is a homoisoflavonoid that is 3,4-dihydro-2H-1-benzopyran substituted by hydroxy groups at positions 3, 4 and 7 and a (4-hydroxyphenyl)methyl group at position 3 respectively (the 3R,4S-stereoisomer). It has been isolated from Caesalpinia sappan. It has a role as a plant metabolite. It is a homoisoflavonoid and a polyphenol. C1[C@@]([C@H](C2=C(O1)C=C(C=C2)O)O)(CC3=CC=C(C=C3)O)O